ClC1=C(COC2=C(C=C(C=C2)/C=C/CNC2(CCCCC2)C(=O)O)OC)C=C(C=C1)F (E)-1-((3-(4-((2-chloro-5-fluorobenzyl)oxy)-3-methoxyphenyl)allyl)amino)cyclohexane-1-carboxylic acid